NCCSC(C)(C)SCCN 2-[2-(2-aminoethylthio)propan-2-ylthio]ethylamine